C1(CCC1)[C@@H](C=1C=C(C=CC1)N1C(C2=CC=CC(=C2C1)C(F)(F)F)=O)C1=NN=CN1C (S)-2-(3-(cyclobutyl(4-methyl-4H-1,2,4-triazol-3-yl)methyl)phenyl)-4-(trifluoromethyl)isoindolin-1-one